6-cyclopropyl-4-(3-(3-fluoro-4-methylphenyl)-3-(1,2,4-thiadiazol-5-yl)pyrrolidine-1-carboxamido)-N-methylnicotinamide C1(CC1)C1=NC=C(C(=O)NC)C(=C1)NC(=O)N1CC(CC1)(C1=NC=NS1)C1=CC(=C(C=C1)C)F